ClC=1N=C(C2=C(N1)CCNC2)OC2=NC=1C=CC3=C(C1N=C2)C2=C(S3)C(N[C@@H](CN2)C)=O (R)-3-((2-chloro-5,6,7,8-tetra-hydropyrido[4,3-d]pyrimidin-4-yl)oxy)-10-methyl-9,10,11,12-tetrahydro-8H-[1,4]diazepino[5',6':4,5]thieno[3,2-f]quinoxalin-8-one